N1C=CC=2C(=CC=CC12)C(=O)NNS(=O)(=O)C=1C=CC(=C(C1)N1CCN(CC1)C(=O)OC(C)(C)C)[N+](=O)[O-] tert-butyl 4-(5-((2-(1H-indole-4-carbonyl)hydrazinyl)sulfonyl)-2-nitrophenyl)piperazine-1-carboxylate